[Na+].N(CC(=O)[O-])(CC(=O)[O-])CC(=O)[O-].[Na+].[Na+] nitrilotriacetic acid, sodium salt